FC(C(=O)NNC(C1=CC(=C(C=C1)CN1C(N(C(C1(C)C)=O)C1=CC=CC=C1)=O)F)=O)F N'-(2,2-difluoroacetyl)-4-((5,5-dimethyl-2,4-dioxo-3-phenylimidazol-1-yl)methyl)-3-fluorobenzoyl-hydrazine